O1CCOC=C1 dihydro-1,4-dioxin